N-(2-aminoethyl)-3-aminopropyl-Tripropoxysilane NCCNCCC[Si](OCCC)(OCCC)OCCC